Methyl 1-(3,4-diamino-2-fluorophenyl)piperidine-3-carboxylate NC=1C(=C(C=CC1N)N1CC(CCC1)C(=O)OC)F